3-(Diethylamino)-1-(2-Oxo-1-Phenyl-2-(4-(3-(Trifluoromethyl)Phenyl)Piperazin-1-yl)Ethyl)Pyrrolidine-2,5-Dione Hydrochloride Cl.C(C)N(C1C(N(C(C1)=O)C(C(N1CCN(CC1)C1=CC(=CC=C1)C(F)(F)F)=O)C1=CC=CC=C1)=O)CC